N1(CCC1)C(=O)C1=CC(=C(NCC#CC=2N=C3N(C=CC=C3Br)C2SC(F)(F)F)C=C1)OC 4-(azetidine-1-carbonyl)-N-(3-{8-bromo-3-[(trifluoromethyl)sulfanyl]imidazo[1,2-a]pyridin-2-yl}prop-2-yn-1-yl)-2-methoxyaniline